1-(4-chlorophenyl)-1H-pyrazol-3-yl-2-(2-chlorophenyl)acetate ClC1=CC=C(C=C1)N1N=C(C=C1)C(C(=O)[O-])C1=C(C=CC=C1)Cl